2,3-naphthalenediamine C1=C(C(=CC2=CC=CC=C12)N)N